(S)-N-(1-cyclohexyl-2-((5-(3,5-dimethylisoxazol-4-yl)pyridin-2-yl)amino)-2-oxoethyl)-1-isopropyl-1H-pyrazole-5-carboxamide C1(CCCCC1)[C@@H](C(=O)NC1=NC=C(C=C1)C=1C(=NOC1C)C)NC(=O)C1=CC=NN1C(C)C